2-[(2,4-dichlorophenyl)methylamino]-5-(2-phenylethyl)-4H-[1,2,4]triazolo[1,5-a][1,3,5]triazin-7-one ClC1=C(C=CC(=C1)Cl)CNC1=NN2C(NC(=NC2=O)CCC2=CC=CC=C2)=N1